(rac)-(2r,4s)-2-(6-(4-(Trifluoromethoxy)phenyl)-3-azabicyclo[4.1.0]heptan-3-carbonyl)-5-azaspiro[3.4]octan-6-on FC(OC1=CC=C(C=C1)C12CCN(CC2C1)C(=O)C1CC2(C1)NC(CC2)=O)(F)F